N-(3-(4-(2-(3,5-dichloro-4-(3-chloro-2-hydroxy-propoxy)phenyl)ethyl)phenoxy)-2-oxo-propyl)methanesulfonamide ClC=1C=C(C=C(C1OCC(CCl)O)Cl)CCC1=CC=C(OCC(CNS(=O)(=O)C)=O)C=C1